triethyl-(5-bromo-3-nitropyridin-2-yl)methanetricarboxylic acid C(C)OC(=O)C(C(=O)OCC)(C(=O)OCC)C1=NC=C(C=C1[N+](=O)[O-])Br